C(C=C)OC1=C(C=C(C=C1Br)C(C)(C)C1=CC(=C(C(=C1)Br)OCC=C)Br)Br 2,2-bis(4-allyloxy-3,5-dibromophenyl)propane